6-{5-chloro-2-[(oxan-4-yl)amino]pyrimidin-4-yl}-2-{2-oxo-2-[(3R)-3-phenylpiperidin-1-yl]ethyl}-2,3-dihydro-1H-isoindol-1-one ClC=1C(=NC(=NC1)NC1CCOCC1)C1=CC=C2CN(C(C2=C1)=O)CC(N1C[C@H](CCC1)C1=CC=CC=C1)=O